CN1N=CC2=CC(=CC=C12)C=O 1-methylindazole-5-carboxaldehyde